2-benzyl 1-tert-butyl (4R)-2-(but-2-enyl)-4-[tert-butoxycarbonyl(methyl)amino]pyrrolidine-1,2-dicarboxylate C(C=CC)C1(N(C[C@@H](C1)N(C)C(=O)OC(C)(C)C)C(=O)OC(C)(C)C)C(=O)OCC1=CC=CC=C1